CC(CN=O)C 2-methyl-nitrosopropane